5-dimethylaminonaphthalene-2-sulfonyl-aziridine CN(C1=C2C=CC(=CC2=CC=C1)S(=O)(=O)N1CC1)C